C1(=CC=C(C=C1)CC(C(=O)NCCC(=O)O)NCP(=O)(O)O)C1=CC=CC=C1 3-[3-(biphenyl-4-yl)-2-(phosphonomethyl-amino)-propionamido]propionic acid